CN1C=CC2=CC=C(C=C12)NC1=NC=C(C(=N1)N[C@H](CO)C1=CC=CC=C1)C=1OC=NN1 (S)-2-(2-(1-methyl-1H-indol-6-ylamino)-5-(1,3,4-oxadiazol-2-yl)pyrimidin-4-ylamino)-2-phenylethanol